ClC1=CC=C(C=C1)S(=O)(=O)NCCCNC1=NC=CC(=N1)C1=C(N=C2OC=CN21)C2=CC(=C(C=C2)F)O 4-chloro-N-(3-(4-(6-(4-fluoro-3-hydroxyphenyl)imidazo[2,1-b]oxazol-5-yl)pyrimidin-2-ylamino)propyl)benzenesulfonamide